ClC1=CC(NC=C1)(C1=CC=CC=C1COC(=O)[C@H]1NC(C1)=O)C(F)(F)F.ClC=1C=CC=C2C(C=C(OC12)C1=C(C=C(C(=C1)OC)C)O)=O 8-chloro-2-(2-hydroxy-5-methoxy-4-methyl-phenyl)chromen-4-one 4-chloro-2-(trifluoromethyl)pyridinebenzyl-(S)-(-)-4-oxo-2-azetidinecarboxylate